(E)-1-(3-(4-(trifluoromethyl)styryl)pyrrolidin-1-yl)prop-2-yn-1-one FC(C1=CC=C(/C=C/C2CN(CC2)C(C#C)=O)C=C1)(F)F